FC=1C=C2C(=C(NC2=C(C1)F)C1=CC=C(C=C1)F)N1N=NC(=C1)C(=O)OC methyl 1-(5,7-difluoro-2-(4-fluorophenyl)-1H-indol-3-yl)-1H-1,2,3-triazole-4-carboxylate